4-Chloro-3-iodo-1-propyl-1H-pyrazolo[4,3-c]pyridine ClC1=NC=CC2=C1C(=NN2CCC)I